1,7,7-trimethylbicyclo[2.2.1]heptan-2-yl 5-(4-chlorophenyl)-1-(2,4-dichlorophenyl)-4-methyl-1H-pyrazole-3-carboxylate ClC1=CC=C(C=C1)C1=C(C(=NN1C1=C(C=C(C=C1)Cl)Cl)C(=O)OC1C2(CCC(C1)C2(C)C)C)C